FC=1C=CC(=C(CO[C@H]2C[C@H](C2)OC2=CC=C(C=N2)C2=CC(=NO2)[O-])C1)C(F)(F)F.[NH4+] ammonium 5-{6-[(cis-3-{[5-fluoro-2-(trifluoromethyl)benzyl]oxy} cyclobutyl)oxy]pyridin-3-yl}isoxazol-3-olate